(+-)-4-(4-fluorobenzyl)-N-(9-(3-hydroxy-3-methylbut-1-yn-1-yl)-5,6-dihydro-4H-benzo[f]imidazo[1,2-a]azepin-4-yl)-1H-pyrazole-1-carboxamide FC1=CC=C(CC=2C=NN(C2)C(=O)N[C@H]2C=3N(C4=C(CC2)C=CC(=C4)C#CC(C)(C)O)C=CN3)C=C1 |r|